ethyl (2-(2-(4-((1-benzyl-2-oxo-1,2-dihydropyrimidin-5-yl)oxy)-3,5-dichlorophenyl)hydrazono)-2-cyanoacetyl)carbamate C(C1=CC=CC=C1)N1C(N=CC(=C1)OC1=C(C=C(C=C1Cl)NN=C(C(=O)NC(OCC)=O)C#N)Cl)=O